N-[(3S,4R)-3-fluoro-4-piperidyl]-2-[3-(2-methoxy-4-methylsulfonyl-anilino)prop-1-ynyl]-1-(2,2,2-trifluoroethyl)indol-4-amine F[C@H]1CNCC[C@H]1NC=1C=2C=C(N(C2C=CC1)CC(F)(F)F)C#CCNC1=C(C=C(C=C1)S(=O)(=O)C)OC